O=C1N(CCC(N1)=O)C1=NC=CC(=C1)CN1CCN(CC1)C=1C(=CC2=C(C(C=3NC4=CC(=CC=C4C3C2=O)C#N)(C)C)C1)CC 8-(4-((2-(2,4-dioxotetrahydropyrimidin-1(2H)-yl)pyridin-4-yl)methyl)piperazin-1-yl)-9-ethyl-6,6-dimethyl-11-oxo-6,11-dihydro-5H-benzo[b]carbazole-3-carbonitrile